2-chloro-1-(4-Chloro-2-fluorophenyl)ethan-1-one ClCC(=O)C1=C(C=C(C=C1)Cl)F